FC1=CC(=C(OC=2C=C(C=C(C2)C)C=2C3=C(C(N(C2)C)=O)C=C(S3)C(=O)NC3CC(C3)O)C(=C1)C)C 7-(3-(4-fluoro-2,6-dimethylphenoxy)-5-methylphenyl)-N-((1r,3r)-3-hydroxycyclobutyl)-5-methyl-4-oxo-4,5-dihydrothieno[3,2-c]pyridine-2-carboxamide